CC1=C(C=C(NC2CN(C2)C(=O)OC(C)(C)C)C=C1)C(NC(C)C1=CC=C(C2=CC=CC=C12)C#CC1CCN(CC1)CC1CCNCC1)=O tert-butyl 3-[4-methyl-3-[1-[4-[2-[1-(4-piperidylmethyl)-4-piperidyl]ethynyl]-1-naphthyl]ethylcarbamoyl]anilino]azetidine-1-carboxylate